4-iodopentyl pentyloxymethyl ether C(CCCC)OCOCCCC(C)I